BrC1=C(C(=C2C(=NC(=NC2=C1F)SC)O)OC)I 7-bromo-8-fluoro-6-iodo-5-methoxy-2-(methylthio)quinazolin-4-ol